Cl.NCCC(C1=CC(=CC=C1)Cl)NC1=NC(=CC=C1C(=O)O)N1C=NC2=C1C=C(C(=C2)OC)OC 2-[[3-amino-1-(3-chlorophenyl)propyl]amino]-6-(5,6-dimethoxybenzimidazol-1-yl)pyridine-3-carboxylic acid hydrochloride